tert-Butyl 2-(7-((2-hydroxyethyl)sulfonyl)-2-(3-((R)-3-methoxy-2-methyl-3-oxopropyl)phenyl)-2,6,6-trimethylheptanoyl)-1-methylhydrazine-1-carboxylate OCCS(=O)(=O)CC(CCCC(C(=O)NN(C(=O)OC(C)(C)C)C)(C)C1=CC(=CC=C1)C[C@H](C(=O)OC)C)(C)C